CN(C=1OC2=C(C1C)C=CC(=C2)N(CCCC)CCCC)C 2-dimethylamino-6-dibutylamino-3-methylbenzofuran